tert-butyl 2-((3-(4-(tert-butyl)benzyl)-1,2,4-oxadiazol-5-yl)methyl)acrylate C(C)(C)(C)C1=CC=C(CC2=NOC(=N2)CC(C(=O)OC(C)(C)C)=C)C=C1